2-(Dimethylamino)ethoxyl-N-(quinolin-5-yl)-2-(trifluoromethyl)benzamide CN(CCOC=1C(=C(C(=O)NC2=C3C=CC=NC3=CC=C2)C=CC1)C(F)(F)F)C